P(=O)(O)(O)CN(CC(=O)[O-])CC(=O)[O-].[NH4+].[NH4+] ammonium N-(phosphonomethyl)iminodiacetic acid salt